NC1=C(C(=NC=N1)OC1=CC(=C(C=C1)NC(=O)NC1=CC(=NN1C1=CC(=C(C=C1)OC)OC)C(C)(C)C)F)C#N (4-((6-amino-5-cyanopyrimidin-4-yl)oxy)-2-fluorophenyl)-3-(3-(tert-butyl)-1-(3,4-dimethoxyphenyl)-1H-pyrazol-5-yl)urea